C(CCCCCCCCCCCCCCC(C)C)(=O)O.C(CCCCCCCCCCCCCCC(C)C)(=O)O.C(CCCCCCCCCCCCCCC(C)C)(=O)O.CC(=O)[C@H](O)[C@@H](O)[C@H](O)[C@H](O)CO methylglucose triisostearate